C1CN(C2=CC=CC=C21)Br bromoindoline